CC1=CC=C(C=C1)C1(C(CCCC1)NC)OC 2-(4-methylphenyl)-2-methoxy-N-methyl-cyclohexane-1-amine